1-(4-fluorophenyl)-1H-pyrazole-4-carboxylic acid ethyl ester C(C)OC(=O)C=1C=NN(C1)C1=CC=C(C=C1)F